(2R,6R)-2,6-dimethylmorpholin C[C@@H]1CNC[C@H](O1)C